N/C=C(/C(=O)[O-])\C=1C2=C(N=CN1)N(C=C2)COCC[Si](C)(C)C (2E)-3-amino-2-(7-{[2-(trimethylsilyl)ethoxy]methyl}pyrrolo[2,3-d]pyrimidin-4-yl)prop-2-enoate